C(C)(=O)N1C=NC=C1 N-acetylimidazole